BrC1=C(NCC(CNC(OC(C)(C)C)=O)O)C(=CC=C1)[N+](=O)[O-] tert-butyl N-[3-(2-bromo-6-nitro-anilino)-2-hydroxy-propyl]carbamate